(5-chloro-2-{[(3S)-3-(morpholin-4-ylmethyl)-3,4-dihydroisoquinolin-2(1H)-yl]carbonyl}phenyl)-N-(4-hydroxyphenyl)-N-(3-methoxy-2-methylbenzyl)-1,2-dimethyl-1H-pyrrole-3-carboxamide ClC=1C=CC(=C(C1)C=1C(=C(N(C1)C)C)C(=O)N(CC1=C(C(=CC=C1)OC)C)C1=CC=C(C=C1)O)C(=O)N1CC2=CC=CC=C2C[C@H]1CN1CCOCC1